3-(2-(4-methylpiperazin-1-yl)pyrimidin-5-yl)-1H-pyrazolo[4,3-c]pyridazin-6(5H)-one CN1CCN(CC1)C1=NC=C(C=N1)C1=NNC=2C1=NNC(C2)=O